CC1(CCOC=2C1=NC=C(C2)C(=O)OC)C methyl 4,4-dimethyl-3,4-dihydro-2H-pyrano[3,2-b]pyridine-7-carboxylate